FC1(CCN(CC1)C1=CC=C(C=C1)N1[C@@H]2CNC[C@H](C1)CC2(C)C)F (1R,5S)-6-(4-(4,4-difluoropiperidin-1-yl)phenyl)-9,9-dimethyl-3,6-diazabicyclo[3.2.2]nonane